7-{5-[(4-methoxybenzyl)oxy]bicyclo[3.1.1]heptan-1-yl}-3-[2-(methoxymethoxy)-6-methyl-4-(trifluoromethyl)phenyl]-7H-pyrrolo[2,3-c]pyridazine-5-carbonitrile COC1=CC=C(COC23CCCC(C2)(C3)N3C=C(C2=C3N=NC(=C2)C2=C(C=C(C=C2C)C(F)(F)F)OCOC)C#N)C=C1